CN1C(C=CC2=C(C=CC(=C12)C#N)N1C[C@@]2(C[C@@]2(C1)C(F)(F)F)C=1OC(=NN1)C1CCN(CC1)C)=O 1-methyl-5-((1S,5R)-1-(5-(1-methylpiperidin-4-yl)-1,3,4-oxadiazol-2-yl)-5-(trifluoromethyl)-3-azabicyclo[3.1.0]hexan-3-yl)-2-oxo-1,2-dihydroquinoline-8-carbonitrile